methyl-6-amino-4-ethoxynicotinic acid CC1=C(C(=O)O)C(=CC(=N1)N)OCC